BrC1=CC(=C2C(=N1)C=C(N2COCC[Si](C)(C)C)CBr)Cl 5-bromo-2-(bromomethyl)-7-chloro-1-((2-(trimethylsilyl)ethoxy)methyl)-1H-pyrrolo[3,2-b]pyridine